(2S)-4-(methylsulfinyl)-2-tetradecanoylaminobutanoic acid CS(=O)CC[C@@H](C(=O)O)NC(CCCCCCCCCCCCC)=O